C(OC1=CC=C(C=C1)[N+](=O)[O-])(O[C@@H]1CC[C@H](CC1)SSC1=NC=CC=C1)=O 4-nitrophenyl (trans-4-(pyridin-2-yldisulfanyl)cyclohexyl) carbonate